COC1CN(C1)C1=CC(=NC=N1)N 6-(3-methoxyazetidin-1-yl)pyrimidin-4-amine